C(C)(C)(C)C=1C=C(C=C(C1O)C(C)(C)C)CCC(=O)NCCCCCCNC(CCC1=CC(=C(C(=C1)C(C)(C)C)O)C(C)(C)C)=O 1,6-bis[3-(3,5-di-tert-butyl-4-hydroxyphenyl)propionylamino]hexane